CC(C(=O)O)CCC(=O)O 2-METHYLGLUTARIC ACID